(S)-2-(((benzyloxy)carbonyl)amino)-5-((5-((tert-butoxycarbonyl)amino)pentyl)amino)pentanoic acid C(C1=CC=CC=C1)OC(=O)N[C@H](C(=O)O)CCCNCCCCCNC(=O)OC(C)(C)C